CN(CCOC1=CC=C(NC=2N=CC3=C(N2)N(C(C(=C3)N3CCN(C2=C(C=CC=C32)O)C(C=C)=O)=O)C)C=C1)C 2-[4-[2-(dimethylamino)ethoxy]anilino]-6-(5-hydroxy-4-prop-2-enoyl-2,3-dihydroquinoxalin-1-yl)-8-methyl-pyrido[2,3-d]pyrimidin-7-one